(1R,5S,6r)-6-(6-((4-chloro-2-fluorobenzyl)oxy)-3-fluoropyridin-2-yl)-3-azabicyclo[3.1.0]hexane ClC1=CC(=C(COC2=CC=C(C(=N2)C2[C@H]3CNC[C@@H]23)F)C=C1)F